OC(C(=O)O)(CCCCC)CCCC 2-hydroxy-2-butylheptanic acid